N1C=CC2=C1N=CC=C2C(=O)O 1H-pyrrolo[2,3-b]pyridine-4-carboxylic acid